CC1=C(OC2=C(C=C(C=C2C1=O)C)[C@@H](C)NC1=C(C(=O)O)C=CC=C1)C1=CC=C(C=C1)CC=1C=NN(C1)C 2-[[(1R)-1-[3,6-dimethyl-2-[4-[(1-methylpyrazol-4-yl)methyl]phenyl]-4-oxo-chromen-8-yl]ethyl]amino]benzoic acid